C(C)N([O-])CC(O)O.C(CCCCCCCCCCCCC)(=O)N myristamide ethyl-dihydroxyethyl-aminoxide